3-(disulfanyl)-2,5-dimethylfuran S(S)C1=C(OC(=C1)C)C